4-(7-(3-(difluoromethoxy)-5-fluorophenyl)-4-oxo-1-((3-(trifluoromethyl)phenyl)sulfonyl)-1,2-dihydroquinazolin-3(4H)-yl)bicyclo[2.2.1]Heptane-1-carboxylic acid methyl ester COC(=O)C12CCC(CC1)(C2)N2CN(C1=CC(=CC=C1C2=O)C2=CC(=CC(=C2)F)OC(F)F)S(=O)(=O)C2=CC(=CC=C2)C(F)(F)F